N-{[2-fluoro-3-methoxy-6-(4-methyl-1,2,3-triazol-1-yl)phenyl]methyl}-3-(methoxymethyl)-1-[(7-methyl-6,8-dihydro-5H-1,7-naphthyridin-3-yl)methyl]pyrazole-4-carboxamide FC1=C(C(=CC=C1OC)N1N=NC(=C1)C)CNC(=O)C=1C(=NN(C1)CC=1C=NC=2CN(CCC2C1)C)COC